CN([SiH]1N(CCN1[Si](C)(C)C)[Si](C)(C)C)C N,N-dimethyl-1,3-bis(trimethylsilyl)-1,3-diaza-2-silacyclopentane-2-amine